(R)-2-(4-((2-ethoxy-3-(4-(trifluoromethyl)phenoxy)propyl)-sulfanyl)-2-methylphenoxy)acetic acid C(C)O[C@@H](CSC1=CC(=C(OCC(=O)O)C=C1)C)COC1=CC=C(C=C1)C(F)(F)F